C(OC(C)(C)C)(=O)OOC(C)C t-butyl O-isopropyl peroxycarbonate